C(C)OCC1(CCC(CC1)C1=C(N=C2COCCN21)CN(CCNC)C)COCC N1-((3-(4,4-bis(ethoxymethyl)cyclohexyl)-5,6-dihydro-8H-imidazo[2,1-c][1,4]oxazin-2-yl)methyl)-N1,N2-dimethylethane-1,2-diamine